3-((5-(5-(difluoromethyl)-1,3,4-oxadiazole-2-yl)pyridine-2-yl)methyl)-6-(1-(oxetan-3-yl)piperidine-4-yl)benzo[d]oxazole-2(3H)-one FC(C1=NN=C(O1)C=1C=CC(=NC1)CN1C(OC2=C1C=CC(=C2)C2CCN(CC2)C2COC2)=O)F